C(C=C)(=O)N1[C@@H](CCC1)COC=1C(=NC=NC1N)C1=C(C(=NC=C1)N1C(C=2N(CC1)C1=C(C2)CC(C1)(C)C)=O)CO (S)-2-(4-(5-((1-acryloylpyrrolidin-2-yl)methoxy)-6-aminopyrimidin-4-yl)-3-(hydroxymethyl)pyridin-2-yl)-7,7-dimethyl-3,4,7,8-tetrahydro-2H-cyclopenta[4,5]pyrrolo[1,2-a]pyrazin-1(6H)-one